CCCCCCCC/C=C\CCCCCCCC(=O)OC[C@H](COP(=O)([O-])OCC[N+](C)(C)C)OC(=O)CCCCCCC/C=C\C/C=C\CCCCC 1-(9Z-octadecenoyl)-2-(9Z,12Z-octadecadienoyl)-sn-glycero-3-phosphocholine